(S)-4-(4-ethylpyridin-3-yl)-2-(fluoromethyl)-5-oxo-1,4,5,7-tetrahydrofurano[3,4-b]pyridine-3-carboxylic acid methyl ester COC(=O)C=1[C@H](C2=C(NC1CF)COC2=O)C=2C=NC=CC2CC